C(#N)N1CC(CC1)C(=O)NC1=NC=CC(=C1)C1=CC=CC=C1 1-cyano-N-(4-phenylpyridin-2-yl)pyrrolidine-3-carboxamide